(S)-N-((1S*,3R*)-3-Cyanocyclopentyl)-1-((R)-N,4-dimethylphenylsulfonimidoyl)-N-(4-methylbenzyl)pyrrolidine-2-carboxamide C(#N)[C@H]1C[C@H](CC1)N(C(=O)[C@H]1N(CCC1)[S@](=O)(=NC)C1=CC=C(C=C1)C)CC1=CC=C(C=C1)C |o1:2,4|